N-{(2S,3R)-4,4-difluoro-1-((2R)-oxetane-2-carbonyl)-2-[(2,3',5'-trifluoro[1,1'-biphenyl]-3-yl)methyl]pyrrolidin-3-yl}-ethanesulfonamide FC1([C@@H]([C@@H](N(C1)C(=O)[C@@H]1OCC1)CC=1C(=C(C=CC1)C1=CC(=CC(=C1)F)F)F)NS(=O)(=O)CC)F